(2R,3R,5S)-4-[[3-[2-(Difluoromethoxy)-4-fluoro-phenyl]-5-methyl-5-(trifluoromethyl)tetrahydrofuran-2-carbonyl]amino]pyridin-2-carboxamid FC(OC1=C(C=CC(=C1)F)[C@@H]1[C@@H](O[C@@](C1)(C(F)(F)F)C)C(=O)NC1=CC(=NC=C1)C(=O)N)F